2-((2,6-difluorobenzyl)(ethoxycarbonyl)amino)thiophene-3-carboxylic acid FC1=C(CN(C=2SC=CC2C(=O)O)C(=O)OCC)C(=CC=C1)F